(1s,4s)-2'-bromo-4-(3-chloroanilino)-4'-methyl-spiro[cyclohexane-1,1'-indene]-4-carboxylic acid methyl ester COC(=O)C1(CCC2(C(=CC3=C(C=CC=C23)C)Br)CC1)NC1=CC(=CC=C1)Cl